2,2-Dimethyl-2-fluoroacetamide CC(C(=O)N)(F)C